NC=1C=CC=C2C(N(C(=NC12)C)C1C(N(C(CC1)=O)C(=O)OC(C)(C)C)=O)=O Tert-butyl 3-(8-amino-2-methyl-4-oxoquinazolin-3(4H)-yl)-2,6-dioxopiperidine-1-carboxylate